ClC=1C=2C(=N[C@H](C3=NC(=NN3C2C=NC1C(F)(F)F)C(=O)N1CC(C1)OC)C)C1=C(C=CC=C1F)F [(7S)-11-chloro-9-(2,6-difluorophenyl)-7-methyl-12-(trifluoromethyl)-2,3,5,8,13-pentazatricyclo[8.4.0.02,6]tetradeca-1(10),3,5,8,11,13-hexaen-4-yl]-(3-methoxyazetidin-1-yl)methanone